C(C1=CC=CC=C1)C(C(=O)NC=1C=NC2=C(C=CC=C2C1C)F)CC(=C)Cl 2-benzyl-4-chloro-N-(8-fluoro-4-methyl-3-quinolyl)pent-4-enamide